ethyl thenoylacetate C1(=CC=CS1)C(=O)CC(=O)OCC